5-(piperidin-4-yl)-2,4-dihydro-3H-1,2,4-triazol-3-one hydrochloride Cl.N1CCC(CC1)C=1NC(NN1)=O